O=C(CSC1=NN=NN1C1=CC=C(C(=O)O)C=C1)NCC1=CN=NC=C1 4-(5-((2-oxo-2-((pyridazin-4-ylmethyl)amino)ethyl)thio)-1H-tetrazol-1-yl)benzoic acid